OC1=CC=C(C=C1)C(C(C(=O)N[C@H](C(=O)N(C)[C@H](/C=C(/C(=O)N[C@H](CCC(=O)[O-])C(=O)[O-])\C)C(C)C)C(C)(C)C)NC)(C)C ((4S,E)-4-((2S)-2-(3-(4-hydroxyphenyl)-3-methyl-2-(methylamino)butanamido)-N,3,3-trimethylbutanamido)-2,5-dimethylhex-2-enoyl)-D-glutamate